N1(N=CN=C1)CCNC=1C=C(C=CC1C)NCC1=CC=C(C=C1)F N3-(2-(1H-1,2,4-triazol-1-yl)ethyl)-N1-(4-fluorobenzyl)-4-methylbenzene-1,3-diamine